2-(2-ethoxyphenyl)-7-[[(2R)-pyrrolidin-2-yl]methyl]-1'-[2-(trifluoromethyl)phenyl]spiro[6,8-dihydro-1,7-naphthyridine-5,4'-piperidine] C(C)OC1=C(C=CC=C1)C1=NC=2CN(CC3(CCN(CC3)C3=C(C=CC=C3)C(F)(F)F)C2C=C1)C[C@@H]1NCCC1